ClC=1C=NN(C1C=1C=CC(=NC1)NC([C@H](C1CCCCCC1)NC(=O)C1=CC=NN1C)=O)C (S)-N-(2-((5-(4-chloro-1-methyl-1H-pyrazol-5-yl)pyridin-2-yl)amino)-1-cycloHeptyl-2-oxoethyl)-1-methyl-1H-pyrazole-5-carboxamide